(R)-tert-butyl 3-(5-(ethoxycarbonyl)-4-(4-(ethoxycarbonyl)phenyl)-1H-imidazol-2-yl)piperidine-1-carboxylate C(C)OC(=O)C1=C(N=C(N1)[C@H]1CN(CCC1)C(=O)OC(C)(C)C)C1=CC=C(C=C1)C(=O)OCC